OC[C@@H]1[C@@H]2CC[C@H](CN1C(=O)OCC1C3=CC=CC=C3C=3C=CC=CC13)N2C(=O)OC(C)(C)C 3-((9H-fluoren-9-yl)methyl) 8-(tert-butyl) (1S,2S,5R)-2-(hydroxymethyl)-3,8-diazabicyclo[3.2.1]octane-3,8-dicarboxylate